1-(4-(2-cyanoprop-2-yl)benzyl)-5-methyl-1H-pyrazole-4-carboxylic acid ethyl ester C(C)OC(=O)C=1C=NN(C1C)CC1=CC=C(C=C1)C(C)(C)C#N